C[C@@H](C(=O)N[C@H]1C2=C(CN3N(C1=O)CCC3)C=CC=C2)CC(=O)NC2=CC(=NN2C)C=2C=NC(=CC2)C (R)-2-Methyl-N4-(1-methyl-3-(6-methylpyridin-3-yl)-1H-pyrazol-5-yl)-N1-((S)-11-oxo-2,3,10,11-tetrahydro-1H,5H-benzo[d]pyrazolo[1,2-a][1,2]diazepin-10-yl)succinamid